2-chloro-N-((1-(4-((4-chlorophenyl)amino)-2,6-dimethyltetrahydro-2H-pyran-4-carbonyl)piperidin-4-yl)methyl)acetamide ClCC(=O)NCC1CCN(CC1)C(=O)C1(CC(OC(C1)C)C)NC1=CC=C(C=C1)Cl